FC1=COC2=C1C=C(C=C2)C[C@@H](C)NC (R)-1-(3-fluorobenzofuran-5-yl)-N-methylpropan-2-amine